NC1=NC(=NC=2N1N=C(N2)C=2OC=CC2)N2[C@@H](CCC2)C(=O)N2CCN(CC2)C(CC(C)(C)O)=O 1-(4-((7-amino-2-(furan-2-yl)-[1,2,4]triazolo[1,5-a][1,3,5]triazin-5-yl)-L-prolyl)piperazin-1-yl)-3-hydroxy-3-methylbutan-1-one